(S)-1-(2-(2-(hydroxymethyl)pyrrolidin-1-yl)pyrimidin-4-yl)-3-(3-morpholinylphenyl)urea OC[C@H]1N(CCC1)C1=NC=CC(=N1)NC(=O)NC1=CC(=CC=C1)N1CCOCC1